CNC(C1=CC(=CC=C1)OC1=NC(=NC(=C1C)C1=C(C=CC=C1)C)NS(=O)(=O)C=1C=NN(C1)C)=O N-methyl-3-[5-methyl-2-[(1-methylpyrazol-4-yl)sulfonylamino]-6-(o-tolyl)pyrimidin-4-yl]oxy-benzamide